ClC1=CC(=CC=2NC(=NC21)C(=O)N)Cl 4,6-dichloro-1H-benzimidazole-2-carboxamide